ClC=1C(NN=CC1NC[C@@H]1COCCC1)=O (R)-4-chloro-5-(((tetrahydro-2H-pyran-3-yl)methyl)amino)pyridazin-3(2H)-one